1-[[4-(aminomethyl)phenyl]methyl]-2-butyl-7-pyrrolidin-3-yl-imidazo[4,5-d]pyridazin-4-amine NCC1=CC=C(C=C1)CN1C(=NC=2C1=C(N=NC2N)C2CNCC2)CCCC